NC1=CC(=CC(=N1)C(=O)NC1CC2=CC=CC=C2C1)NC1=C(C=CC=C1)O 6-amino-N-(2,3-dihydro-1H-inden-2-yl)-4-((2-hydroxyphenyl)amino)picolinamide